(2Z,3E)-5'-fluoro-3-((2-oxo-2-(2,6-diazaspiro[3.3]heptane-2-yl)ethoxy)imino)-[2,3'-biindolinylidene]-2'-on FC=1C=C2/C(/C(NC2=CC1)=O)=C\1/NC2=CC=CC=C2/C1=N\OCC(N1CC2(C1)CNC2)=O